2-chloro-N-(2-methylhex-5-en-2-yl)acetamide ClCC(=O)NC(C)(CCC=C)C